5-(4-((1-(2-(4-(4-chloro-1,2-bis(4-hydroxyphenyl)but-1-en-1-yl)phenoxy)ethyl)piperidin-4-yl)methyl)piperazin-1-yl)-2-(2,6-dioxopiperidin-3-yl)isoindoline-1,3-dione ClCCC(=C(C1=CC=C(C=C1)O)C1=CC=C(OCCN2CCC(CC2)CN2CCN(CC2)C=2C=C3C(N(C(C3=CC2)=O)C2C(NC(CC2)=O)=O)=O)C=C1)C1=CC=C(C=C1)O